dihydroxyphenyl-acetone OC(C(C)=O)(C1=CC=CC=C1)O